9-ethyl-N-(4-(ethylsulfonyl)benzyl)-2,3,4,9-tetrahydro-1H-carbazole-6-carboxamide C(C)N1C2=CC=C(C=C2C=2CCCCC12)C(=O)NCC1=CC=C(C=C1)S(=O)(=O)CC